COC1=CC=C(C=C1)N(C=1C=CC=2NC3=CC=C(C=C3C2C1)N(C1=CC=C(C=C1)OC)C1=CC=C(C=C1)OC)C1=CC=C(C=C1)OC N,N,N',N'-tetrakis(4-methoxyphenyl)-9H-carbazole-3,6-diamine